1H-indol-4-yl hydrogen phosphate P(=O)(OC1=C2C=CNC2=CC=C1)(O)[O-]